C1(CCC1)N1C(=NC=C1)C(=O)N[C@@H](C)C1=NC(=NO1)C1=CC(=NC=C1)C1CC1 (S)-1-cyclobutyl-N-(1-(3-(2-cyclopropylpyridin-4-yl)-1,2,4-oxadiazol-5-yl)ethyl)-1H-imidazole-2-carboxamide